2-bromo-4,6-dimethylaniline BrC1=C(N)C(=CC(=C1)C)C